mercaptopropyne SC#CC